FC1=CC=CC=2C3=C(OC21)C=CC(=C3)[C@@H](C)NC3=CN=C(N(C3=O)CC(=O)O)C3=C(C=CC=C3)F (R)-2-(5-((1-(6-fluorodibenzo[b,d]furan-2-yl)ethyl)amino)-2-(2-fluoro-phenyl)-6-oxopyrimidin-1(6H)-yl)acetic acid